C1N(CC2=CC=CC=C12)CCCC1COC(C(C(C(CC(CC(CN1CCC)C)(C)OC)C)=O)(C)C)=O 3-(3-(isoindolin-2-yl)propyl)-8-methoxy-6,8,10,12,12-pentamethyl-4-propyl-1-oxa-4-azacyclotridecane-11,13-dione